NC(C(=O)O)C1=CC=C(C=C1)[N+](=O)[O-] 2-amino-2-(4-nitrophenyl)acetic acid